2,6-diacetylaniline C(C)(=O)C1=C(N)C(=CC=C1)C(C)=O